benzyl (S)-5-(1-ethyl-1H-1,2,3-triazol-4-yl)-3-(4-(((4-methoxybenzyl)oxy)methyl)-5-methylthiophen-2-yl)-2,2-dimethylpentanoate C(C)N1N=NC(=C1)CC[C@@H](C(C(=O)OCC1=CC=CC=C1)(C)C)C=1SC(=C(C1)COCC1=CC=C(C=C1)OC)C